Bis(allyl)phosphinic acid C(C=C)P(O)(=O)CC=C